N-(cis-3-ethoxycyclobutyl)-5-(2-methyl-1-(tetrahydro-2H-pyran-4-yl)-1H-imidazo[4,5-b]pyridin-6-yl)pyrrolo[2,1-f][1,2,4]triazin-2-amine C(C)O[C@H]1C[C@H](C1)NC1=NN2C(C=N1)=C(C=C2)C=2C=C1C(=NC2)N=C(N1C1CCOCC1)C